N=1C=CN2C1C=CC(=C2)CC2=C(C(=O)N)C=CC(=C2)S(=O)(=O)CC2=NN(C=C2)C (imidazo[1,2-a]pyridin-6-ylmethyl)-4-(((1-methyl-1H-pyrazol-3-yl)methyl)sulfonyl)benzamide